CC1=C(OC=2CCC3=CN(N=C3C21)CC2=NC=C(C=C2)C(F)(F)F)C(=O)O 8-methyl-2-{[5-(trifluoromethyl)pyridin-2-yl]methyl}-4,5-dihydro-2H-furo[2,3-g]indazole-7-carboxylic acid